C(CCC)OCN1C=NC=C1 3-butoxymethylimidazole